(R)-4-(3-aminopyrrolidin-1-yl)quinazoline-2,7-diamine N[C@H]1CN(CC1)C1=NC(=NC2=CC(=CC=C12)N)N